CC1=CC(=NN1C1=CC=C(C=C1)CC1=CC=C(C=C1)C1=CC=C(C=C1)CNC1COC1)C(=O)N 5-methyl-1-(4-((4'-((oxetan-3-ylamino)methyl)-[1,1'-biphenyl]-4-yl)methyl)phenyl)-1H-pyrazole-3-carboxamide